The molecule is a phytocassane that is (+)-phytocassane A in which the hydroxy group at position 2 has been oxidised to the corresponding ketone, while the keto group at position 3 has been reduced to give the corresponding 3alpha hydroxy group. It is a phytocassane, a diketone and a secondary alpha-hydroxy ketone. C[C@H]1[C@H]2CC[C@H]3[C@]([C@@H]2C(=O)C=C1C=C)(CC(=O)[C@H](C3(C)C)O)C